OC(C=1C=C(C=CC1)NC(=O)C=1N(N=C(C1)C(F)(F)F)C1=CC(=CC=C1)C#N)C1=CC(=CC=C1)C=C 2-(3-cyano-phenyl)-5-trifluoromethyl-2H-pyrazole-3-carboxylic acid {3-[hydroxy-(3-vinyl-phenyl)-methyl]-phenyl}-amide